O[C@@H]1C[C@H](N(CC1)C(=O)OC(C)(C)C)C1=CC=C(C2=CC=C(C=C12)OCCCC=C)C(=O)OC tert-butyl (2S,4S)-4-hydroxy-2-(4-(methoxycarbonyl)-7-(pent-4-en-1-yloxy) naphthalen-1-yl)piperidine-1-carboxylate